N-ethyl-N-(3-sulfopropyl)-3,5-Dimethoxyaniline C(C)N(C1=CC(=CC(=C1)OC)OC)CCCS(=O)(=O)O